FC=1C=NC=C(C(=O)NC)C1NC1=CC(=CC=C1)C1=NN(C=N1)C 5-fluoro-4-((3-(1-methyl-1H-1,2,4-triazol-3-yl)phenyl)amino)-N-methylnicotinamide